BrC1=NC2=CC=CC=C2C(=C1)Br 2,4-dibromoquinoline